C(C)(C)(C)C1=CC=C(C=C1)C(=O)C1=C(C(=C(C=C1Cl)O)O)O (4-tert-butylphenyl)(6-chloro-2,3,4-trihydroxyphenyl)methanone